C(C)C1=CN=C(S1)C=1C=C(C(=O)N[C@H](C)C=2N=NC(=CC2)C)C=C(C1)O[C@H]1COCC1 3-(5-ethyl-1,3-thiazol-2-yl)-N-[(1R)-1-(6-methylpyridazin-3-yl)ethyl]-5-[(3R)-tetrahydrofuran-3-yloxy]benzamide